CN1CC(C1)(C)[C@@](C=1C=C(C=NC1)C1=NOC(=N1)[C@H]1CN(CCC1)C(C)=O)(C1=CC=C(C=C1)C(C)C)O 1-[(R)-3-(3-{5-[(R)-(1,3-Dimethyl-azetidin-3-yl)-hydroxy-(4-isopropyl-phenyl)-methyl]-pyridin-3-yl}-[1,2,4]oxadiazol-5-yl)-piperidin-1-yl]-ethanone